C(C=CC1=CC=CC=C1)(=O)O.C(C=CC1=CC=CC=C1)(=O)O.FC(C(C1=CC=C(O)C=C1)(C(F)(F)F)C1=CC=C(C=C1)O)(F)F hexafluorobisphenol a biscinnamate